C(#C)C1=C(CSC1)C(=O)N 4-ethynyl-2,5-dihydrothiophene-3-carboxamide